7-Ethyl-4-hydroxy-1-(2-methylpyridin-3-yl)-1,8-naphthyridin-2(1H)-one C(C)C1=CC=C2C(=CC(N(C2=N1)C=1C(=NC=CC1)C)=O)O